Dibenzofuran-Amin C1(=CC=CC=2OC3=C(C21)C=CC=C3)N